FCC([C@H](CC(=O)OCCCCCCC)NC(=O)[C@@]1(CC(=NO1)C1=NC=CC2=CC=CC=C12)C(C)C)=O Heptyl (S)-5-fluoro-3-((R)-5-isopropyl-3-(isoquinolin-1-yl)-4,5-dihydroisoxazole-5-carboxamido)-4-oxopentanoate